O=C1N(C(C2=CC=CC=C12)=O)C[C@H](CCC(C)NC(OC(C)(C)C)=O)NC(OC(C)(C)C)=O Di-tert-butyl ((2S)-1-(1,3-dioxoisoindolin-2-yl)hexane-2,5-diyl)dicarbamate